The molecule is a diterpene alkaloid with formula C33H43NO12, originally isolated from Aconitum carmichaeli. It has a role as a plant metabolite. It is an acetate ester, a benzoate ester, a bridged compound, a diterpene alkaloid, an organic heteropolycyclic compound, a polyether, a secondary alcohol, a tertiary alcohol, a member of formamides and a triol. It derives from a hydride of an aconitane. CC(=O)O[C@@]12[C@@H]3[C@@H](C[C@@]([C@@H]3OC(=O)C4=CC=CC=C4)([C@H]([C@@H]1O)OC)O)[C@]56[C@H](C[C@H]([C@@]7([C@H]5[C@H]([C@H]2C6N(C7)C=O)OC)COC)O)OC